3-iodo-2-(oxetan-3-yloxy)-pyridine IC=1C(=NC=CC1)OC1COC1